NCCCCN(CC(CCCCCC(=O)OC\C=C/CCCCCC)O[Si](C)(C)C(C)(C)C)CC(CCCCCC(=O)OC\C=C/CCCCCC)O[Si](C)(C)C(C)(C)C di((Z)-non-2-en-1-yl) 8,8'-((4-aminobutyl)azanediyl)bis(7-((tert-butyldimethylsilyl) oxy)octanoate)